N-[1-ethyl-5-[4-[(4-methoxyphenyl)methyl]-1,2,4-triazol-3-yl]-3-methyl-pyrazol-4-yl]benzamide C(C)N1N=C(C(=C1C1=NN=CN1CC1=CC=C(C=C1)OC)NC(C1=CC=CC=C1)=O)C